C(C=C)(=O)N1C[C@@H](CC1)NC(OC(C)(C)C)=O tert-butyl N-[(3R)-1-prop-2-enoylpyrrolidin-3-yl]carbamate